4-(5-methylfuran-2-yl)pyrazolo[1,5-a][1,3,5]Triazine-2,8-diamine CC1=CC=C(O1)C1=NC(=NC=2N1N=CC2N)N